tertbutyl (3S)-3-(2,3-dichloro-6-fluorophenyl)-3-{[2-(oxan-4-yl)-1-oxoisoquinolin-7-yl]amino}pyrrolidine-1-carboxylate ClC1=C(C(=CC=C1Cl)F)[C@@]1(CN(CC1)C(=O)OC(C)(C)C)NC1=CC=C2C=CN(C(C2=C1)=O)C1CCOCC1